ClC=1C=C(C(=NC1)C(C)=O)SCC 1-(5-chloro-3-ethylsulfanyl-2-pyridyl)ethanone